1-[[4-[5-(trifluoromethyl)-1,2,4-oxadiazol-3-yl]phenyl]methyl]-1H-pyrazolo[3,4-b]pyridine FC(C1=NC(=NO1)C1=CC=C(C=C1)CN1N=CC=2C1=NC=CC2)(F)F